ClC1=CC=C2C(NN=C(C2=C1)CC=1C=CC(=C(C1)C1=CC2=C(NC(=N2)NC(OC)=O)C=C1)F)=O Methyl (5-(5-((7-chloro-4-oxo-3,4-dihydrophthalazin-1-yl)methyl)-2-fluorophenyl)-1H-benzoimidazol-2-yl)carbamate